6-(benzyloxy)-7-methoxy-1-[(E)-2-(6-methoxy-1H-pyrrolo[2,3-b]pyridin-3-yl)ethenyl]-1,2,3,4-tetrahydroisoquinoline C(C1=CC=CC=C1)OC=1C=C2CCNC(C2=CC1OC)\C=C\C1=CNC2=NC(=CC=C21)OC